ClC=1C(=C2C=NNC2=C(C1F)C(C)SC)C=1C=CC=2N(C1)C=C(N2)NC(=O)C2C(C2)F N-(6-(5-chloro-6-fluoro-7-(1-(methylthio)ethyl)-1H-indazol-4-yl)imidazo[1,2-a]pyridin-2-yl)-2-fluorocyclopropane-1-carboxamide